CNC(C(=O)O)(C(CC(C)NC)NC)NC 2,2,3,5-tetramethylAminocaproic acid